(R)-4-(5-chloro-2-((1-(5-chloro-6-oxo-1,6-dihydropyridazin-4-yl)pyrrolidin-3-yl)oxy)pyridin-4-yl)-N-cyclopropylbenzenesulfonamide ClC=1C(=CC(=NC1)O[C@H]1CN(CC1)C=1C=NNC(C1Cl)=O)C1=CC=C(C=C1)S(=O)(=O)NC1CC1